C(CCCCCCC)NCCNCCNCCCCCCCC N-octyl-N'-[2-(octylamino)ethyl]ethane-1,2-diamine